BrC=1C(=C(C=C(C1)Cl)C[C@@H](C(=O)OC)NC(=O)OC(C)(C)C)OCC1=CC=C(C=C1)OC methyl (2S)-3-{3-bromo-5-chloro-2-[(4-methoxyphenyl) methoxy]phenyl}-2-[(tert-butoxycarbonyl)amino]propanoate